C(C)(C)(C)C=1C=CC2=C(CC(O2)C=2C=C(C(=O)O)C=CC2)C1 3-(5-(tert-butyl)-2,3-dihydrobenzofuran-2-yl)benzoic acid